OC1(CC(C1)C=O)C (1s,3s)-3-hydroxy-3-methylcyclobutyl-methanone